(2,3-dichlorophenoxy)-1-(furan-2-yl)-N-methylpropylamine hydrochloride Cl.ClC1=C(ON(C)C(CC)C=2OC=CC2)C=CC=C1Cl